C1(CCC1)C1CN(C1)[C@@H]1[C@H](CCCC1)OC=1C=C2CN(C(C2=CC1F)=O)C1C(NC(CC1)=O)=O 3-(5-(((1S,2S)-2-(3-cyclobutylazetidin-1-yl)cyclohexyl)oxy)-6-fluoro-1-oxoisoindolin-2-yl)piperidine-2,6-dione